C(C1=CC=CC=C1)SC=1C=C2CCN(C2=CC1)C(=O)C=1C=C2NC(C(NC2=CC1)=O)=O 6-(5-(benzylthio)indoline-1-carbonyl)-1,4-dihydroquinoxaline-2,3-dione